OC(CC(=O)OCC)CCC Ethyl 3-hydroxy-hexanoate